C(CC)O[Si](CCCN=CC1=CC=CC=C1)(OCCC)OCCC 3-tripropoxysilyl-N-(phenylmethylene)propylamine